[7-(5-fluoro-1-methylindazol-6-yl)-1-benzofuran-3-yl]acetic acid FC=1C=C2C=NN(C2=CC1C1=CC=CC=2C(=COC21)CC(=O)O)C